ClCC(=O)N[C@H]1CN(CCC1)C 2-chloro-N-[(3R)-1-methyl-3-piperidinyl]acetamide